CC1=CC=C(C(=O)[O-])C=C1.C(CCCCCCCCCCC)[NH+](C)CCCCCCCCCCCC Dilaurylmethylammonium 4-methylbenzoate